NC1=NC=2C=C(C=CC2C2=C1N=C(N2CC(C)(C)O)CCOC)C=2C=C(C=CC2)NS(=O)(=O)C N-{3-[4-amino-1-(2-hydroxy-2-methylpropyl)-2-(methoxyethyl)-1H-imidazo[4,5-c]quinolin-7-yl]phenyl}methanesulfonamide